3-(4-(2,5-diazabicyclo[2.2.1]heptane-2-yl)-6,7-difluoro-1-oxoisoindoline-2-yl)piperidine C12N(CC(NC1)C2)C2=C1CN(C(C1=C(C(=C2)F)F)=O)C2CNCCC2